NCCCCOC(=O)C=1SC=C(C1NC(C[N+]1(CCCCCC1)CC(=O)NCC1=CC=CC=C1)=O)C 1-(2-((2-((4-aminobutoxy)carbonyl)-4-methylthiophen-3-yl)amino)-2-oxoethyl)-1-(2-(benzylamino)-2-oxoethyl)azepan-1-ium